N-(3-(N-(tert-butyl)sulfamoyl)phenyl)-6-((3-hydroxypropyl)amino)-2-(6-azaspiro[2.5]octan-6-yl)nicotinamide C(C)(C)(C)NS(=O)(=O)C=1C=C(C=CC1)NC(C1=C(N=C(C=C1)NCCCO)N1CCC2(CC2)CC1)=O